1-(4-(2-(3,4-dimethoxyphenyl)-3-methyl-1H-indol-5-yl)piperidin-1-yl)-2-(4-methyl-1,4-diazepan-1-yl)ethan-1-one COC=1C=C(C=CC1OC)C=1NC2=CC=C(C=C2C1C)C1CCN(CC1)C(CN1CCN(CCC1)C)=O